anthracenyl-methoxide C1(=CC=CC2=CC3=CC=CC=C3C=C12)C[O-]